N1=CC(=CC=C1)C=1CCCN(C1)C(=O)OC(C)(C)C tert-butyl 5-(3-pyridinyl)-3,4-dihydro-2H-pyridine-1-carboxylate